3-((3,4-dichlorophenyl)amino)-4-((pyridin-2-ylmethyl)amino)cyclobut-3-ene-1,2-dione ClC=1C=C(C=CC1Cl)NC=1C(C(C1NCC1=NC=CC=C1)=O)=O